O=C1NC(CCC1N1C(N(C2=C1C=CC(=C2)CN2CCNCC2)C)=O)=O 4-[[1-(2,6-dioxopiperidin-3-yl)-3-methyl-2-oxo-1,3-benzodiazol-5-yl]methyl]piperazin